4,4'-(1-methylethylene)bis(2-methylphenol) CC(CC1=CC(=C(C=C1)O)C)C1=CC(=C(C=C1)O)C